(R)-3-((S)-3-(3-((aminooxy)methyl)-2,4-difluorophenyl)-1-(tert-butoxy)-1-oxopropan-2-yl)pyrrolidine-1-carboxylic acid tert-butyl ester C(C)(C)(C)OC(=O)N1C[C@H](CC1)[C@@H](C(=O)OC(C)(C)C)CC1=C(C(=C(C=C1)F)CON)F